C(#N)[C@@H](C[C@H]1C(NCCC1)=O)NC(=O)[C@H]1N([C@H]2CC([C@@H]1CC2)(F)F)C(=O)C=2NC1=C(C=CC(=C1C2)F)F (1R,3S,4R)-N-[(1R)-1-cyano-2-[(3S)-2-oxo-3-piperidyl]ethyl]-2-(4,7-difluoro-1H-indole-2-carbonyl)-5,5-difluoro-2-azabicyclo[2.2.2]octane-3-carboxamide